methyl (S)-1,2,3-trimethoxy-7-(N-methylacetamido)-9-oxo-5,6,7,9-tetrahydrobenzo[a]heptalen-10-carboxylate COC1=C(C(=CC2=C1C1=CC=C(C(C=C1[C@H](CC2)N(C(C)=O)C)=O)C(=O)OC)OC)OC